CN1N=CC(=C1)C=1C=NC=C(C(=O)NN)C1 5-(1-methyl-1H-pyrazol-4-yl)nicotinic hydrazide